(E)-(5-amino-7-bromo-3-(2-ethoxyvinyl)-2-methyl-2H-indazol-6-yl)(2-chloro-5-fluorophenyl)methanone NC1=CC2=C(N(N=C2C(=C1C(=O)C1=C(C=CC(=C1)F)Cl)Br)C)\C=C\OCC